O1CCC1COC1=NN=C(S1)N 5-(oxetan-4-ylmethoxy)-1,3,4-thiadiazol-2-amine